2-amino-N-((5-(difluoromethyl)-2-pyridinyl)methyl)-3-methyl-N-((1R)-1-(5-methyl-1,2,4-oxadiazol-3-yl)ethyl)-6-quinolinecarboxamide NC1=NC2=CC=C(C=C2C=C1C)C(=O)N([C@H](C)C1=NOC(=N1)C)CC1=NC=C(C=C1)C(F)F